O6-[2-(hydroxymethyl)-3-[6-[(Z)-non-3-enoxy]-6-oxo-hexanoyl] oxy-2-[[6-[(Z)-non-3-enoxy]-6-oxo-hexanoyl] oxymethyl]propyl] O1-[(Z)-non-3-enyl] hexanedioate C(CCCCC(=O)OCC(COC(CCCCC(=O)OCC\C=C/CCCCC)=O)(COC(CCCCC(=O)OCC\C=C/CCCCC)=O)CO)(=O)OCC\C=C/CCCCC